BrC=1N=CC(=NC1)OCC=1C(=NOC1C)C1=CC=C(C=C1)F 4-(((5-bromopyrazin-2-yl)oxy)methyl)-3-(4-fluorophenyl)-5-methylisoxazole